benzyl prop-2-en-1-yl [(1R,3S,5S)-5-(methoxymethoxy)cyclohexane-1,3-diyl]biscarbamate COCO[C@H]1C[C@H](C[C@H](C1)NC(OCC1=CC=CC=C1)=O)NC(OCC=C)=O